3-(2-chloro-6-methylphenyl)-4-(chloromethyl)-5-(1-fluorocyclopropyl)-1,2-oxazole ClC1=C(C(=CC=C1)C)C1=NOC(=C1CCl)C1(CC1)F